NC1=NC=NN2C1=CC=C2[C@@H]2O[C@]([C@@H]1[C@H]2OC(O1)(C)C)(C#N)CO[Si](C)(C)C(C)(C)C (3aS,4R,6S,6aS)-6-(4-aminopyrrolo[2,1-f][1,2,4]triazin-7-yl)-4-(((tert-butyldimethylsilyl)oxy)methyl)-2,2-dimethyltetrahydrofurano[3,4-d][1,3]dioxole-4-carbonitrile